3-[3-(3-hydroxyphenyl)imidazo[1,2-a]pyrazin-6-yl]benzamide OC=1C=C(C=CC1)C1=CN=C2N1C=C(N=C2)C=2C=C(C(=O)N)C=CC2